α,α'-bis(t-butylperoxy)-1,3-diisopropylbenzene C(C)(C)(C)OOC(C)(C)C1=CC(=CC=C1)C(C)(C)OOC(C)(C)C